N-((S)-1-(methoxycarbonyl)pyrrolidine-3-carbonyl)-N-methyl-L-valine COC(=O)N1C[C@H](CC1)C(=O)N([C@@H](C(C)C)C(=O)O)C